1-(2-chloro-5-methylpyrimidin-4-yl)-1H-pyrazole-4-carboxylic acid methyl ester COC(=O)C=1C=NN(C1)C1=NC(=NC=C1C)Cl